CC1=C(C=CC(=C1)C1=C(C(=O)[O-])C=CC(=C1)OCCCCCCOOC(C=C)=O)C1=C(C(=O)[O-])C=CC(=C1)OCCCCCCOOC(C=C)=O 2-methyl-1,4-phenylenebis(4-((6-(acryloxyoxy) hexyl) oxy) benzoate)